4-(bromomethyl)-2-chloro-1-ethynyl-benzene BrCC1=CC(=C(C=C1)C#C)Cl